C(C1=CC=CC=C1)N1CC=2N(CC1)C(=NC2C(=O)OCC)C2=CC(=CC=C2)C2=NOC(=C2)[C@]2(C(N(CC2)C)=O)O (R)-ethyl 7-benzyl-3-(3-(5-(3-hydroxy-1-methyl-2-oxopyrrolidin-3-yl)isoxazol-3-yl)phenyl)-5,6,7,8-tetrahydroimidazo[1,5-a]pyrazine-1-carboxylate